4-((3'-(piperidin-1-ylmethyl)-[1,1'-biphenyl]-4-yl)oxy)-1H-1,2,3-triazole-5-carboxylic acid 2,2,2-trifluoroacetate FC(C(=O)O)(F)F.N1(CCCCC1)CC=1C=C(C=CC1)C1=CC=C(C=C1)OC=1N=NNC1C(=O)O